C1(=CC=CC=C1)N1C2=CC=CC=C2C=2C=C(C=CC12)C1=CC=C(C=C1)C1=CC(=CC=C1)C1=NC2=C3C(=C4C(=C2N=C1)C=CC=C4)C=CC=C3 2-[4'-(9-phenyl-9H-carbazol-3-yl)biphenyl-3-yl]dibenzo[f,H]quinoxaline